C(C)N1N=CC2=C1N(C(C=1C=C(C=C(C21)C(C)NC=2C(=NC(=CC2)C)C2=NOC(N2)=O)C)=O)C 3-(3-((1-(3-Ethyl-4,7-dimethyl-5-oxo-4,5-dihydro-3H-pyrazolo[3,4-c]isoquinolin-9-yl)ethyl)amino)-6-methylpyridin-2-yl)-1,2,4-oxadiazol-5(4H)-one